2-((6-bromo-3,5-dicyano-4-ethoxypyridin-2-yl)thio)-2-phenylacetamide BrC1=C(C(=C(C(=N1)SC(C(=O)N)C1=CC=CC=C1)C#N)OCC)C#N